N-(3-chlorophenyl)-4-hydroxybenzamide ClC=1C=C(C=CC1)NC(C1=CC=C(C=C1)O)=O